(7-((4-(ethylamino)-3-(trifluoromethyl)-1H-pyrrolo[2,3-b]pyridin-6-yl)amino)-2,3-dihydrobenzo-furan-4-yl)(4-(4-methylpiperazin-1-yl)piperidin-1-yl)methanone C(C)NC1=C2C(=NC(=C1)NC1=CC=C(C=3CCOC31)C(=O)N3CCC(CC3)N3CCN(CC3)C)NC=C2C(F)(F)F